FC=1C(=CC2=C(C(=CCCC2)B2OC(C(O2)(C)C)(C)C)C1)C(=O)OC methyl 2-fluoro-9-(4,4,5,5-tetramethyl-1,3,2-dioxaborolan-2-yl)-6,7-dihydro-5H-benzo[7]annulene-3-carboxylate